3-(5-(4-((3-hydroxy-3-methylpyrrolidin-1-yl)methyl)pyridin-2-yl)-1-oxoisoindolin-2-yl)piperidine-2,6-dione OC1(CN(CC1)CC1=CC(=NC=C1)C=1C=C2CN(C(C2=CC1)=O)C1C(NC(CC1)=O)=O)C